8-((2,6-difluorophenyl)ethynyl)-N,N-dimethyl-1,6-naphthyridin-5-amine FC1=C(C(=CC=C1)F)C#CC1=CN=C(C=2C=CC=NC12)N(C)C